1-carboxyxylate C(=O)(O)C1(C(C(=CC=C1)C)C)C(=O)[O-]